COC1=NC2=CC=C(C(=C2NC1=O)C)CN1CCN(CC1)C=1C=CC(=NC1C)C(=O)NC([2H])([2H])[2H] 5-(4-((2-methoxy-5-methyl-3-oxo-4H-quinoxalin-6-yl)methyl)piperazin-1-yl)-6-Methyl-N-(methyl-d3)pyridine-2-carboxamide